EthyleneBisbehenic acid amide C(CCCCCCCCCCCCCCCCCCCCCCC(=O)N)CCCCCCCCCCCCCCCCCCCCCC(=O)N